Benzyl 2-cyclopentyl-2-oxoacetate C1(CCCC1)C(C(=O)OCC1=CC=CC=C1)=O